P(OC1=C(C=C(C=C1)C(C)(C)C)C(C)(C)C)(Cl)Cl (2,4-di-tert-butylphenyl) dichlorophosphite